FC1=C(C(=CC=C1)C)N1CCC(CC1)N1C(N(C=2C(C1)=CN(N2)C[C@@H](C)F)CC2=C(C=CC=C2)C(F)(F)F)=O 5-[1-(2-Fluoro-6-methyl-phenyl)-piperidin-4-yl]-2-((R)-2-fluoro-propyl)-7-(2-trifluoromethyl-benzyl)-2,4,5,7-tetrahydro-pyrazolo[3,4-d]pyrimidin-6-on